2-Methyl-1-(2-(2-((1-((1-methyl-1H-imidazol-4-yl)sulfonyl)piperidin-4-yl)amino)-5-(trifluoromethyl)pyrimidin-4-yl)thiazol-5-yl)propan-2-ol CC(CC1=CN=C(S1)C1=NC(=NC=C1C(F)(F)F)NC1CCN(CC1)S(=O)(=O)C=1N=CN(C1)C)(C)O